CC1(CC1)CCNC(=O)C1=NC=NC=C1 N-[2-(1-methylcyclopropyl)ethyl]pyrimidine-4-carboxamide